[1,1'-binaphthyl]-5,5'-Diamine C1(=CC=CC=2C(=CC=CC12)N)C1=CC=CC=2C(=CC=CC12)N